BrC1=C(C#N)C=C(C=C1)OC1=C(C=C(C=C1Cl)[N+](=O)[O-])Cl 2-bromo-5-(2,6-dichloro-4-nitrophenoxy)benzonitrile